C(C)N(CC)C1=CC=NC2=C1C1=NC3=CC=CC=C3OC1=CC2=O (diethylamino)-5H-pyrido[3,2-a]phenoxazin-5-one